((tetrahydro-2H-pyran-2-yl)oxy)heptanamide O1C(CCCC1)OC(C(=O)N)CCCCC